3-(1,1-difluoro-2-(4-hydroxy-4-(hydroxymethyl)piperidin-1-yl)-2-oxoethyl)-4-fluoro-N-(1-isopropyl-1H-pyrazol-4-yl)benzamide FC(C(=O)N1CCC(CC1)(CO)O)(F)C=1C=C(C(=O)NC=2C=NN(C2)C(C)C)C=CC1F